Tert-butyl (2R,5S)-4-(6-chloro-1-(M)-(2-isopropyl-4-methylpyridin-3-yl)-2-oxo-7-(trimethylstannyl)-1,2-dihydropyrido[2,3-d]pyrimidin-4-yl)-2,5-dimethylpiperazine-1-carboxylate ClC1=CC2=C(N(C(N=C2N2C[C@H](N(C[C@@H]2C)C(=O)OC(C)(C)C)C)=O)C=2C(=NC=CC2C)C(C)C)N=C1[Sn](C)(C)C